BrC1=CN=CC2=CC(=NC=C12)Cl 4-bromo-7-chloro-2,6-naphthyridine